BrC1=C(C(=CC(=C1)C1=CC=C(C=C1)C1=CC=C(C=C1)OCCCCOC)OC)O 2-bromo-6-methoxy-4-{4-[4-(4-methoxybutoxy)phenyl]phenyl}phenol